benzyl 6-(bis{2-[(2,3,4,6-tetra-O-acetyl-α-D-mannopyranosyl)oxy] ethyl}amino)-6-oxohexanoate C(C)(=O)O[C@@H]1[C@H](O[C@@H]([C@H]([C@@H]1OC(C)=O)OC(C)=O)COC(C)=O)OCCN(C(CCCCC(=O)OCC1=CC=CC=C1)=O)CCO[C@@H]1[C@@H](OC(C)=O)[C@@H](OC(C)=O)[C@H](OC(C)=O)[C@H](O1)COC(C)=O